N-(2-hydroxy-3-(piperidin-1-yl)propoxy)-3-(piperidin-1-yl)propanimidoyl chloride OC(CON=C(CCN1CCCCC1)Cl)CN1CCCCC1